COC(C1CCC(CC1)OC1CCNCC1)OC 4-[4-(dimethoxymethyl)cyclohexoxy]piperidine